CN([C@H](CNC(=O)C=1C(=CC=CC1)C1=CC=CC=C1)CC1=CC=C(C=C1)O)C (S)-N-(2-(dimethylamino)-3-(4-hydroxyphenyl)propyl)-[1,1'-biphenyl]-2-carboxamide